C(C)S(=O)(=O)C=1C=C(C=NC1)C=1C=NC(=CC1)N[C@H](C)C1=CC=C(C=C1)F (R)-5'-(ethylsulfonyl)-N-(1-(4-fluorophenyl)ethyl)-[3,3'-bipyridin]-6-amine